5-(3-ethanesulfonylbenzoyl)amino-3-(1-azabicyclo[5.4.0]undec-3-en-4-yl)-benzothiophene C(C)S(=O)(=O)C=1C=C(C(=O)NC=2C=CC3=C(C(=CS3)C3=CCN4CCCCC4CC3)C2)C=CC1